(5-amino-6-fluoro-2,3-dihydrobenzofuran-7-yl)-3-hydroxy-2,3,4,7-tetrahydroazepine-1-carboxylic acid tert-butyl ester C(C)(C)(C)OC(=O)N1C(C(CC=CC1)O)C1=C(C(=CC=2CCOC21)N)F